methyl 2-(5-bromofuran-2-yl)-acetate BrC1=CC=C(O1)CC(=O)OC